NC(=CCCC(=O)O)C(=O)O amino-1,4-butenedicarboxylic acid